C[C@@H]1CN(C[C@@H](N1)C)C1=NC=CC(=N1)CNC=1C2=C(N=CN1)NC=C2C2CCOCC2 N-((2-((3R,5S)-3,5-dimethylpiperazin-1-yl)pyrimidin-4-yl)methyl)-5-(tetrahydro-2H-pyran-4-yl)-7H-pyrrolo[2,3-d]pyrimidin-4-amine